4-phenyl-6-isopropylphenanthridine C1(=CC=CC=C1)C1=CC=CC2=C3C=CC=CC3=C(N=C12)C(C)C